N1[SiH2]CCCC1 azasilinane